FC1(CC(C1)[N+]#[C-])F 1,1-difluoro-3-cyclobutylisocyanide